ClC1=CC=C(S1)CNC1=CC(=NN1C(C(CO)(C)C)=O)C1CCN(CC1)CCN1CCOCC1 1-(5-{[(5-chlorothiophen-2-yl)methyl]amino}-3-{1-[2-(morpholin-4-yl)ethyl]piperidin-4-yl}-1H-pyrazol-1-yl)-3-hydroxy-2,2-dimethylpropan-1-one